1-(4-fluorophenyl)-N-[3-fluoro-4-[(3-phenyl-1H-pyrrolo[2,3-b]pyridin-4-yl)oxy]phenyl]-2,3-dimethyl-5-oxopyrazole-4-carboxamide FC1=CC=C(C=C1)N1N(C(=C(C1=O)C(=O)NC1=CC(=C(C=C1)OC1=C2C(=NC=C1)NC=C2C2=CC=CC=C2)F)C)C